2-(3,3-difluorocyclobutyl)-2-oxoacetic acid FC1(CC(C1)C(C(=O)O)=O)F